N-methyl-2-(1-{[5-methyl-3-(trifluoromethyl)-1H-pyrazol-1-yl]acetyl}piperidin-4-yl)-N-(1,2,3,4-tetrahydronaphthalen-1-yl)-1,3-thiazole-4-carboxamide CN(C(=O)C=1N=C(SC1)C1CCN(CC1)C(CN1N=C(C=C1C)C(F)(F)F)=O)C1CCCC2=CC=CC=C12